Trioxocane O1OOCCCCC1